2-hydroxy-N,N,N-trimethyl-ethyl-ammonium OCC[N+](C)(C)C